2-[2-chloro-6-[(3R)-3-methylmorpholin-4-yl]pyrimidin-4-yl]-2-methyl-propanamide ClC1=NC(=CC(=N1)C(C(=O)N)(C)C)N1[C@@H](COCC1)C